7-chloro-6-fluoro-4-oxo-1-(1,3-thiazol-2-yl)-1,4-dihydro-1,8-naphthyridine-3-carboxylic acid ClC1=C(C=C2C(C(=CN(C2=N1)C=1SC=CN1)C(=O)O)=O)F